5,8-dihydropyrido[3,4-d]pyrimidine-7(6H)-carboxylic acid tert-butyl ester C(C)(C)(C)OC(=O)N1CC=2N=CN=CC2CC1